C1=CC=CC=2C3=CC=CC=C3C(C12)COC(=O)NC1=C(C(=O)O)C=CC=C1 2-(9-fluorenylmethoxycarbonylamino)benzoic acid